rac-3-(isoquinolin-4-yl)-2-oxo-1-(5-(trifluoromethyl)-1-((2-(trimethylsilyl)ethoxy)methyl)-1H-imidazol-2-yl)imidazolidine-4-carbonitrile C1=NC=C(C2=CC=CC=C12)N1C(N(C[C@@H]1C#N)C=1N(C(=CN1)C(F)(F)F)COCC[Si](C)(C)C)=O |r|